3-(1-oxo-5-(1-((4-oxo-3-(6-(trifluoromethyl)pyridin-2-yl)-3,4-dihydroquinazolin-6-yl)methyl)piperidin-4-yl)isoindolin-2-yl)piperidine-2,6-dione O=C1N(CC2=CC(=CC=C12)C1CCN(CC1)CC=1C=C2C(N(C=NC2=CC1)C1=NC(=CC=C1)C(F)(F)F)=O)C1C(NC(CC1)=O)=O